ClC1=CC(=C(C=N1)C1=NC=C(C=C1F)CN1CC(C1)C(C)(C)O)N[C@H](CCO)C (S)-3-((6'-chloro-3-fluoro-5-((3-(2-hydroxypropan-2-yl)azetidin-1-yl)methyl)-[2,3'-bipyridin]-4'-yl)amino)butan-1-ol